C[C@H]1N(CCOC1)C=1N=C(C2=C(N1)N=CC=C2)N2C(CC2)C2=C(C=CC=C2)C(F)(F)F (3R)-3-methyl-4-(4-(2-(2-(trifluoromethyl)phenyl)azetidin-1-yl)pyrido[2,3-d]pyrimidin-2-yl)morpholine